C(C)(C)(C)OC(=O)N1CCCC2=CC(=C(C=C12)N)C(NC1=NC=C(C=C1)C)=O 7-amino-6-((5-methylpyridin-2-yl)carbamoyl)-3,4-dihydroquinoline-1(2H)-carboxylic acid tert-butyl ester